CC(CCC(CCCCCCCCCCC)O)O hexadecane-2,5-diol